C1(CCCC1)OC1=CC(=C(C(=O)C=2C=CC(=C(C2)CCC(=O)O)OCC2=CC3=C(C(NO3)=O)C=C2)C=C1)O 3-[5-(4-Cyclopentyloxy-2-hydroxybenzoyl)-2-[(3-oxo-1,2-benzoxazol-6-yl)methoxy]phenyl]propanoic acid